C(C)(C)(C)C=1C=C(C(=O)NCCC(=O)NC=2SC(=C(N2)C)C(=O)OCCC)C=C(C1)C(=O)OC Propyl 2-(3-(3-(tert-butyl)-5-(methoxycarbonyl)benzamido)propanamido)-4-methylthiazole-5-carboxylate